FC1=CC(=C(C(=C1)C)C(=O)C1=C(C2=C(S1)C=C(C=C2)O)OC2=CC=C(C=C2)N[C@@H]2CN(CC2)CCCF)C (S)-(4-fluoro-2,6-dimethylphenyl)(3-(4-((1-(3-fluoropropyl)pyrrolidin-3-yl)amino)phenoxy)-6-hydroxybenzo[b]thiophen-2-yl)methanone